(R)-3-fluoro-2-hydroxy-5-(3-(4-(pyrrolidin-1-yl)phenyl)pyrrolidine-1-carbonyl)benzaldehyde FC=1C(=C(C=O)C=C(C1)C(=O)N1C[C@H](CC1)C1=CC=C(C=C1)N1CCCC1)O